tert-butyl 2-{4-[5-chloro-2-(4-chloro-1H-1,2,3-triazol-1-yl) phenyl]-5-methoxy-2-oxopyridin-1(2H)-yl}-4,4-difluorobutyrate ClC=1C=CC(=C(C1)C1=CC(N(C=C1OC)C(C(=O)OC(C)(C)C)CC(F)F)=O)N1N=NC(=C1)Cl